C[Sn](C1=NC=NC=N1)(C)C 4-(trimethylstannyl)-1,3,5-triazin